O[C@H](CCC(=O)O)CCCCCC (S)-4-hydroxy-decanoic acid